C(C1=CC=CC=C1)C1=C(C=CC=C1)NC(CCl)=O N-(2-benzyl-phenyl)-2-chloroacetamide